O1C(CCCC1)N1N=C(C=C1)[C@@H]1[C@@H](C[C@@]2(CCCN12)C(=O)OC(C)(C)C)C(=O)OC 7a-(tert-butyl) 2-methyl (2R,3S,7aS)-3-(1-(tetrahydro-2H-pyran-2-yl)-1H-pyrazol-3-yl)tetrahydro-1H-pyrrolizine-2,7a(5H)-dicarboxylate